COC(=O)C1=CC=C2C=C(C(=NC2=C1F)O)F 3,8-difluoro-2-hydroxyquinoline-7-carboxylic acid methyl ester